CN1CCN(CC1)C1=CC=C(NC=2N=CC3=C(N2)N(C(C(=C3)N3CCN(C2=C(C=CC=C32)C)C(C=C)=O)=O)C=3C=NC=CC3)C=C1 2-[4-(4-methylpiperazin-1-yl)anilino]-6-(5-methyl-4-prop-2-enoyl-2,3-dihydroquinoxalin-1-yl)-8-(3-pyridyl)pyrido[2,3-d]pyrimidin-7-one